C(C)(C)(C)OC(N[C@@H](CC=C)C1=NC=CC(=C1)C1=C(C=NN1C(F)F)[N+](=O)[O-])=O (S)-(1-(4-(1-(difluoromethyl)-4-nitro-1H-pyrazol-5-yl)pyridin-2-yl)but-3-ene-1-yl)carbamic acid tert-butyl ester